2-mercapto-5-benzimidazolesulfonic acid sodium salt [Na+].SC=1NC2=C(N1)C=CC(=C2)S(=O)(=O)[O-]